(2S,4R)-1-[(2S)-2-[6-[4-(aminomethyl)-1-piperidyl]hexanoylamino]-3,3-dimethyl-butanoyl]-4-hydroxy-N-[[4-(4-methylthiazol-5-yl)phenyl]methyl]pyrrolidine-2-carboxamide NCC1CCN(CC1)CCCCCC(=O)N[C@H](C(=O)N1[C@@H](C[C@H](C1)O)C(=O)NCC1=CC=C(C=C1)C1=C(N=CS1)C)C(C)(C)C